C[C@@H]1N(CC1)C=1N=C(C2=C(N1)CCC2)C2=CC=C(S2)C#N (S)-5-(2-(2-methylazetidin-1-yl)-6,7-dihydro-5H-cyclopenta[d]pyrimidin-4-yl)thiophene-2-carbonitrile